2-((2H-pyran-2-yl)oxy)tridecanoic acid O1C(C=CC=C1)OC(C(=O)O)CCCCCCCCCCC